7-(8-ethynyl-7-fluoronaphthalen-1-yl)-8-fluoro-N-methyl-2-(8-methyl-3,8-diazabicyclo[3.2.1]octan-3-yl)-N-(((S)-piperidin-2-yl)methyl)pyrido[4,3-d]pyrimidin-4-amine C(#C)C=1C(=CC=C2C=CC=C(C12)C1=C(C=2N=C(N=C(C2C=N1)N(C[C@H]1NCCCC1)C)N1CC2CCC(C1)N2C)F)F